(3S,4S)-4-(((3-cyclobutyl-7-((3-fluorophenyl)amino)pyrazolo[1,5-a]pyrimidin-5-yl)amino)methyl)tetrahydro-2H-pyran-3-ol C1(CCC1)C=1C=NN2C1N=C(C=C2NC2=CC(=CC=C2)F)NC[C@H]2[C@@H](COCC2)O